bicyclo[2.2.2]Octane-2-carboxylic acid phenyl ester C1(=CC=CC=C1)OC(=O)C1C2CCC(C1)CC2